C1(=CC=CC=C1)C1(C2=CC=CC=C2C=2C=CC=CC12)C1=CC=CC=C1 9,9-bisphenylfluorene